S(C1=C(C(=CC=C1C(C)CCC)C(C)CCC)O)C1=C(C(=CC=C1C(C)CCC)C(C)CCC)O thiobis(3,6-di-sec-amylphenol)